FC=1C(=NC=CC1)N1C(C(=CC=C1)NC=1C=C(C=2N(N1)C(=CN2)C(=O)OCC)N(C)CC2=CC=C(C=C2)OC)=O ethyl 6-((3'-fluoro-2-oxo-2H-[1,2'-bipyridin]-3-yl)amino)-8-((4-methoxybenzyl)(methyl)amino)imidazo[1,2-b]pyridazine-3-carboxylate